(S)-2-(7-fluoro-2-methyl-2H-indazol-5-yl)-7-(3-methylpiperazin-1-yl)-4H-pyrido[1,2-a][1,3,5]triazin-4-one hydrochloride Cl.FC1=CC(=CC2=CN(N=C12)C)C=1N=C2N(C(N1)=O)C=C(C=C2)N2C[C@@H](NCC2)C